C1(=CC(=CC=C1)NC(=O)C=1N=NN(C1)O)C1=CC=CC=C1 N-([1,1'-biphenyl]-3-yl)-1-hydroxy-1H-1,2,3-triazole-4-carboxamide